7-[5-chloro-1-(1-cyclopropyl-1H-pyrazol-4-yl)-1H-indazol-6-yl]-5,6,7,8-tetrahydroimidazo[1,2-a]pyrazine ClC=1C=C2C=NN(C2=CC1N1CC=2N(CC1)C=CN2)C=2C=NN(C2)C2CC2